(S)-(2-((3-chloro-2-fluorophenylmethyl)amino)-1-cyclopropyl-2-oxoethyl)carbamic acid tert-butyl ester C(C)(C)(C)OC(N[C@H](C(=O)NCC1=C(C(=CC=C1)Cl)F)C1CC1)=O